(2-methylpropyl)-10,12-dioxo-11-[(phenylmethyl)oxy]-2,3,3a,4,5,5a,6,10,12,13a-decahydro-1H-cyclopenta[e]pyrido[1',2':4,5]pyrazino[1,2-a]pyrimidine-9-carboxamide CC(CC1CCC2CNC3N(C21)C(C=2N(C3)C=C(C(C2OCC2=CC=CC=C2)=O)C(=O)N)=O)C